C(C1=CC=CC=C1)C1(C[C@@H]2[C@@H](CN(C2)CC(=O)C2=CC=C(C=C2)C2=NC=CC=C2)C1)O 2-((3aR,5r,6aS)-5-benzyl-5-hydroxyhexahydrocyclopenta[c]pyrrol-2(1H)-yl)-1-(4-(pyridin-2-yl)phenyl)ethanone